(4-(4-fluorophenyl)-7-((2-(trimethylsilyl)ethoxy)methyl)-7H-pyrrolo[2,3-d]pyrimidin-6-yl)diphenylphosphine oxide FC1=CC=C(C=C1)C=1C2=C(N=CN1)N(C(=C2)P(C2=CC=CC=C2)(C2=CC=CC=C2)=O)COCC[Si](C)(C)C